CC=1N=CN(C1)C1=CC(=NC=N1)N 6-(4-methyl-1H-imidazol-1-yl)pyrimidin-4-amine